(4-(3-(benzo[d]thiazol-7-yl)phenyl)piperidin-1-yl)(2-ethynylthiazol-4-yl)methanone S1C=NC2=C1C(=CC=C2)C=2C=C(C=CC2)C2CCN(CC2)C(=O)C=2N=C(SC2)C#C